COC=1C=C(C)C=C(C1OC)OC 3,4,5-trimethoxytoluene